2-(5-(cyclopropyl((1R,2R,3S,5S)-2-fluoro-8-azabicyclo[3.2.1]octan-3-yl)amino)pyrazin-2-yl)-5-(2-methoxypyridin-4-yl)phenol C1(CC1)N(C=1N=CC(=NC1)C1=C(C=C(C=C1)C1=CC(=NC=C1)OC)O)[C@@H]1[C@@H]([C@H]2CC[C@@H](C1)N2)F